Cl.N[C@@H](C[C@H]1C(NCC1)=O)C(COC1=CC(=CC=C1)C(F)(F)F)=O (3S)-3-{(2S)-2-amino-3-oxo-4-[3-(trifluoromethyl)phenoxy]butyl}pyrrolidin-2-one, hydrochloride salt